2-(4-hydroxyphenyl)-2-propylhydroperoxide OC1=CC=C(C=C1)C(C)(C)OO